FC1=C(C(=O)O)C(=CC(=C1)C(N[C@H](C)C1=CC=CC=C1)=O)F (R)-2,6-difluoro-4-((1-phenylethyl)carbamoyl)benzoic acid